methyl 5-[3-[(2S)-2-[(tert-butoxycarbonyl)amino]-4-carbamoylbutanamido] phenyl]pentanoate C(C)(C)(C)OC(=O)N[C@H](C(=O)NC=1C=C(C=CC1)CCCCC(=O)OC)CCC(N)=O